1-(2,3-dioxo-4-((6-(pyridin-2-yl)pyridazin-3-yl)methyl)-3,4-dihydropyrazin-1(2H)-yl)cyclopropane-1-carbonitrile O=C1N(C=CN(C1=O)CC=1N=NC(=CC1)C1=NC=CC=C1)C1(CC1)C#N